C(CCCCC)C1(O[Te]CCC1)CCCCCC dihexyl-telluroxane